C(C)C1(COC1)COCCCCCCOCC1(COC1)CC 1,6-bis((3-ethyloxetan-3-yl)methoxy)hexane